FC=1C=C(C=CC1)C=1N=C(C=2OC[C@H](NC2N1)COC)NCCC1=CNC2=CC=CC=C12 (7R)-2-(3-fluorophenyl)-N-[2-(1H-indol-3-yl)ethyl]-7-(methoxymethyl)-7,8-dihydro-6H-pyrimido[5,4-b][1,4]oxazin-4-amine